2-(2-methoxyphenoxy)-1-phenylethanol COC1=C(OCC(O)C2=CC=CC=C2)C=CC=C1